Cl.O=C1NC(CCC1NC=1C=CC(=C(C1)NC(C)=O)F)=O N-(5-((2,6-dioxopiperidin-3-yl)amino)-2-fluorophenyl)acetamide hydrochloride